S1C(=NC2=C1C=CC=C2)C2=C(C(=C(C(=C2C=2C=CC1=C(SC3=C1C=CC=C3)C2)C=2C=CC3=C(SC1=C3C=CC=C1)C2)C2=CC=C(C=C2)N2C1=CC=C(C=C1C=1C=C(C=CC21)C(C)(C)C)C(C)(C)C)C=2C=CC1=C(SC3=C1C=CC=C3)C2)C#N 4-(benzo[d]thiazol-2-yl)-4'-(3,6-di-tert-butyl-9H-carbazol-9-yl)-2,5,6-tris(dibenzo[b,d]thiophen-3-yl)-[1,1'-biphenyl]-3-carbonitrile